C(C)(C)C1=C(NC2=CC=C(C=C12)C1CCN(CC1)CC(=O)NC)C1=CC=2N(C=C1)N=CC2 2-(4-(3-isopropyl-2-(pyrazolo[1,5-a]pyridin-5-yl)-1H-indol-5-yl)piperidin-1-yl)-N-methylacetamide